CONCCNC(OCC1C2=CC=CC=C2C=2C=CC=CC12)=O (9H-fluoren-9-yl)methyl (2-(methoxyamino)ethyl)carbamate